N[C@H]1[C@@H]2N(C[C@H]1CC2)C(=O)C2=CC1=C(N(C(=N1)C=1N(C3=CC(=CC=C3C1)NC1=CC=NC=C1)CC1CC1)C)C(=C2)OC 2-{5-[(1R,4R,7R)-7-amino-2-azabicyclo[2.2.1]heptane-2-carbonyl]-7-methoxy-1-methyl-1H-1,3-benzodiazol-2-yl}-1-(cyclopropylmethyl)-N-(pyridin-4-yl)-1H-indol-6-amine